C12CN(CC(N1)C2)C=2N=CC(=NC2)C=2C=1N(C=C(C2)C=2COCC2)N=CC1C#N 4-(5-(3,6-diazabicyclo[3.1.1]heptan-3-yl)pyrazin-2-yl)-6-(2,5-dihydrofuran-3-yl)pyrazolo[1,5-a]pyridine-3-carbonitrile